ClC1=NC=C(C(=C1)C1=C(C(=O)OC)C=CC(=C1)CC(=O)N(C)C)OC methyl 2-(2-chloro-5-methoxypyridin-4-yl)-4-(2-(dimethylamino)-2-oxoethyl)benzoate